O=C1C(CCC=2C=CC(=CC12)S(=O)(=O)N)=CC1=C(C=CC=C1)C=1N=CN(C1)C(C1=CC=CC=C1)(C1=CC=CC=C1)C1=CC=CC=C1 8-oxo-7-(2-(1-trityl-1H-imidazol-4-yl)benzylidene)-5,6,7,8-tetrahydronaphthalene-2-sulfonamide